8-Bromo-4-(dimethylamino)-2-oxo-2H-chromene-3-carboxylic acid methyl ester COC(=O)C=1C(OC2=C(C=CC=C2C1N(C)C)Br)=O